ClC1=C(C=C(C(=O)NC2=CC(=CC=C2)C(=O)C=2C=C3N=C(C=NC3=CC2)N2CCOCC2)C=C1)F 4-chloro-3-fluoro-N-(3-(3-morpholinoquinoxaline-6-carbonyl)phenyl)benzamide